CC1(OB(OC1(C)C)C=1C=NN(C1)CCC(F)(F)F)C 4-(4,4,5,5-tetramethyl-1,3,2-dioxaborolan-2-yl)-1-(3,3,3-trifluoropropyl)-1H-pyrazole